FC1(OC2=C(O1)C=CC(=C2)N(C(=O)C=2C=C(C=CC2)N2N=C(C=1CCC[C@H](C21)OC=2C=C(C(=O)O)C=CC2)C(F)(F)F)C)F |o1:26| (R) or (S)-3-[[1-[3-[(2,2-difluoro-1,3-benzodioxol-5-yl)-methyl-carbamoyl]phenyl]-3-(trifluoromethyl)-4,5,6,7-tetrahydroindazol-7-yl]oxy]benzoic acid